Methyl 3-(3-(4-(phenylcarbamoyl)phenoxy)azetidin-1-yl)-2-(1H-pyrrol-1-yl)benzoate C1(=CC=CC=C1)NC(=O)C1=CC=C(OC2CN(C2)C=2C(=C(C(=O)OC)C=CC2)N2C=CC=C2)C=C1